C1=CC(=CC=C1CNC(=O)CCl)Cl 2-chloro-N-(4-chlorobenzyl)acetamide